ClC1=CC=C(CC2CC(NC2)C(=O)N)C=C1 4-(4-chlorobenzyl)pyrrolidine-2-carboxamide